C(CCC)N(C([S-])=S)CCCC.[Cr+3].C(CCC)N(C([S-])=S)CCCC.C(CCC)N(C([S-])=S)CCCC chromium (III) dibutyldithiocarbamate